1-methyl-3-((3-(trifluoromethyl)phenyl)amino)-1H-pyrrolo[2,3-c]pyridine-2-carboxamide CN1C(=C(C=2C1=CN=CC2)NC2=CC(=CC=C2)C(F)(F)F)C(=O)N